(E)-4-(5-trifluoromethyl-2-(quinolin-8-ylcarbamoyl)phenyl)penta-2,4-dienoic acid tert-butyl ester C(C)(C)(C)OC(\C=C\C(=C)C1=C(C=CC(=C1)C(F)(F)F)C(NC=1C=CC=C2C=CC=NC12)=O)=O